[2H]C(OC=1C=C(C(=O)N)C=C(C1OC([2H])([2H])[2H])OC([2H])([2H])[2H])([2H])[2H] 3,4,5-tris(trideuteromethoxy)benzamide